C1(CC1)C=1NC(=NN1)C1CC2(CN(C2)C(=O)N2CC3(C2)CC(C3)C3=CC=C(C=C3)F)C1 [6-(5-cyclopropyl-4H-1,2,4-triazol-3-yl)-2-azaspiro[3.3]heptan-2-yl]-[6-(4-fluorophenyl)-2-azaspiro[3.3]heptan-2-yl]methanone